C(C)(C)(C)OC(=O)N1C[C@H]2C([C@H]2C1)C1=NN=NN1 (1R,5S,6r)-6-(1H-tetrazol-5-yl)-3-azabicyclo[3.1.0]Hexane-3-carboxylic acid tert-butyl ester